OC1=C(C=C(C=C1)C=1C(=O)NC(C1)=O)C 4-hydroxy-3-methylphenyl-maleimide